N-(4-amino-8-nitro-3-(1H-tetrazol-5-yl)pyrazolo[5,1-c][1,2,4]triazin-7-yl)nitroamine NC=1N2C(N=NC1C1=NN=NN1)=C(C(=N2)N[N+](=O)[O-])[N+](=O)[O-]